1-(2-{[(2,3-dihydroimidazo[2,1-b][1,3]thiazol-6-ylmethyl)amino]methyl}phenoxy)-3-(4-thiomorpholinyl)-2-propanol S1C=2N(CC1)C=C(N2)CNCC2=C(OCC(CN1CCSCC1)O)C=CC=C2